2-(2-aminopyridin-3-yl)-3-(4-((4-((2-cyanopyrimidin-4-yl)amino)piperidin-1-yl)methyl)phenyl)-3H-imidazo[4,5-b]pyridine-5-carboxylic acid NC1=NC=CC=C1C1=NC=2C(=NC(=CC2)C(=O)O)N1C1=CC=C(C=C1)CN1CCC(CC1)NC1=NC(=NC=C1)C#N